CN1N=C(C=C1C)NC1=NC=C(C(=N1)C1=CNC2=C(C=CC=C12)N1C(C2=CC=CC(=C2C1)/C=C/C(=O)NCCC)=O)C (E)-3-(2-(3-(2-((1,5-dimethyl-1H-pyrazol-3-yl)amino)-5-methylpyrimidin-4-yl)-1H-indol-7-yl)-1-oxoisoindolin-4-yl)-N-propylacrylamide